C(C)C1(CCCC1)OCOC(=O)C1C2C3C4C=CC(C3C(C1)C2)C4 8-(1-ethylcyclopentyloxymethyloxycarbonyl)-tetracyclo[4.4.0.12,5.17,10]-3-dodecene